2-(methylsulfanyl)-8-((tetrahydro-2H-pyran-4-yl)amino)pyrido[3,4-d]pyrimidine-6-carbonitrile CSC=1N=CC2=C(N1)C(=NC(=C2)C#N)NC2CCOCC2